Aluminum bromate Br(=O)(=O)[O-].[Al+3].Br(=O)(=O)[O-].Br(=O)(=O)[O-]